((2-(3'-(7-cyano-5-((3,4-difluoropyrrolidin-1-yl)methyl)benzo[d]oxazol-2-yl)-2,2'-dimethyl-[1,1'-biphenyl]-3-yl)-6-(difluoromethoxy)benzo[d]oxazol-5-yl)methyl)-L-proline C(#N)C1=CC(=CC=2N=C(OC21)C=2C(=C(C=CC2)C2=C(C(=CC=C2)C=2OC1=C(N2)C=C(C(=C1)OC(F)F)CN1[C@@H](CCC1)C(=O)O)C)C)CN1CC(C(C1)F)F